C1=CC=CC=2C3=CC=CC=C3C(=CC12)[2H] Phenanthrene-9-d